ClC1=C(C(=O)N2COC3=C(C2)C=CC=C3C3=CC(=C(C(=O)OC)C=C3F)N3C2COCC3CC2)C=CC(=C1)N1CC2(C1)CC(C2)OC Methyl 4-[3-[2-chloro-4-(6-methoxy-2-azaspiro[3.3]heptan-2-yl)benzoyl]-2,4-dihydro-1,3-benzoxazin-8-yl]-5-fluoro-2-(3-oxa-8-azabicyclo[3.2.1]octan-8-yl)benzoate